C1(=CC=CC=C1)C1=CC2=C(N=CN=C2OC2=C(C(=O)N)C=CC=C2)S1 2-({6-phenylthieno[2,3-d]pyrimidin-4-yl}oxy)benzamide